BrC1=CC=C(S1)C(=O)NC1CC(CCC1)N1C(=NC2=C1C=CC(=C2)C(=O)N)C=2C=NC=CC2 1-(3-(5-bromothiophene-2-carboxamido)cyclohexyl)-2-(pyridin-3-yl)-1H-benzo[d]imidazole-5-carboxamide